ClC1=C(C(O)=C(C(=C1Cl)Cl)Cl)O 3,4,5,6-tetrachlorocatechol